FC1=CC=C(OC=2N=CC(=NC2)NC(=O)C(C)N2CC(N(CC2)C(=O)OC(C)(C)C)(C)C)C=C1 tert-butyl 4-(1-{[5-(4-fluorophenoxy)pyrazin-2-yl]carbamoyl}ethyl)-2,2-dimethylpiperazine-1-carboxylate